3-iodo-4-methyl-2-(1-methyl-1H-pyrazol-5-yl)pyridine IC=1C(=NC=CC1C)C1=CC=NN1C